FC1(OC(C(O1)(F)F)(C(F)(F)F)F)F 2,2,4,4,5-pentafluoro-5-(trifluoromethyl)-1,3-dioxolane